1-(5-(4,4,5,5-tetramethyl-1,3,2-dioxaborolan-2-yl)pyridin-2-yl)ethan-1-one CC1(OB(OC1(C)C)C=1C=CC(=NC1)C(C)=O)C